C1(CCCC1)OC=1SC(=C(N1)C)C(C=CN(C)C)=O 1-(2-(cyclopentyloxy)-4-methyl-thiazol-5-yl)-3-(dimethylamino)prop-2-en-1-one